5-((tert-butyldiphenylsilyl)oxy)-3-formyl-4-oxoazepane-1-carboxylic acid benzyl ester C(C1=CC=CC=C1)OC(=O)N1CC(C(C(CC1)O[Si](C1=CC=CC=C1)(C1=CC=CC=C1)C(C)(C)C)=O)C=O